5-[(R)-(2-aminopropyl)]-2-methoxybenzenesulfonamide N[C@@H](CC=1C=CC(=C(C1)S(=O)(=O)N)OC)C